P(=O)(OC1=C(C=C(C=C1)C(NC1=C(SC=C1)C(NCCC1=C(C=CC=C1)OC)=O)=O)Cl)(O)O 2-chloro-4-((2-((2-methoxyphenethyl) carbamoyl) thiophen-3-yl)carbamoyl)phenyl dihydrogen phosphate